5,10,15,20-tetrakis(2,6-dimethoxyphenyl)-porphyrin COC1=C(C(=CC=C1)OC)C=1C2=CC=C(N2)C(=C2C=CC(C(=C3C=CC(=C(C=4C=CC1N4)C4=C(C=CC=C4OC)OC)N3)C3=C(C=CC=C3OC)OC)=N2)C2=C(C=CC=C2OC)OC